CN1CCN(CC1)C(=O)N[C@@H](CC1=CC=CC=C1)C(=O)OCC1=CC=CC=C1 Benzyl (4-methylpiperazine-1-carbonyl)-L-phenylalaninate